C(C)OC(C=C1CCC(CC1)N1C=C(C2=C1N=CN=C2N)C2=CC=C(C=C2)OC2=CC=CC=C2)=O.COC=2C=C(C=C(C2OC)OC)N2C(CC2)=O 1-(3,4,5-trimethoxyphenyl)azetidin-2-one Ethyl-2-(4-(4-amino-5-(4-phenoxyphenyl)-7H-pyrrolo[2,3-d]pyrimidin-7-yl)cyclohexylidene)acetate